N[C@H]1CN(CCCC1)C1=C2C(=NC=C1)N(C(=N2)C2=CC(=C(C#N)C=C2)F)C2=C(C=C(C=C2)N2CC1C(C2)COC1)F 4-(7-((R)-3-aminoazepan-1-yl)-3-(2-fluoro-4-(tetrahydro-1H-furo[3,4-c]pyrrol-5(3H)-yl)phenyl)-3H-imidazo[4,5-b]pyridin-2-yl)-2-fluorobenzonitrile